C[C@@H]1N(CCOC1)C1=NC(=NC(=N1)N1[C@H](COCC1)C)C=1C(=CC(=NC1)N)C(F)(F)F 5-[4,6-bis[(3S)-3-methylmorpholin-4-yl]-1,3,5-triazin-2-yl]-4-(trifluoromethyl)pyridin-2-amine